4-[(oxan-4-yl)carbonyl]-8-[5-(trifluoromethyl)-1,2,4-oxadiazol-3-yl]-3,5-dihydro-2H-1,4-benzoxazepine O1CCC(CC1)C(=O)N1CCOC2=C(C1)C=CC(=C2)C2=NOC(=N2)C(F)(F)F